4-isopropyl-aniline C(C)(C)C1=CC=C(N)C=C1